(E)-5-(4-methoxyphenyl)-4-methylpent-4-enal COC1=CC=C(C=C1)/C=C(/CCC=O)\C